CCCCCC/C=C\CCCCCCCC(=O)O[C@H](COC(=O)CCCCC/C=C\C/C=C\C/C=C\C/C=C\CCCCC)COP(=O)(O)OC[C@H](CO)O 1-(7Z,10Z,13Z,16Z-docosatetraenoyl)-2-(9Z-hexadecenoyl)-glycero-3-phospho-(1'-sn-glycerol)